ClC1=CC(=NC(=C1O)Cl)C(=O)NC1=C2C(N(C(=NC2=C(C=C1)Cl)C)CC1=C(C=CC=C1)C(F)(F)F)=O 4,6-dichloro-N-(8-chloro-2-methyl-4-oxo-3-(2-(trifluoromethyl)benzyl)-3,4-dihydroquinazolin-5-yl)-5-hydroxypicolinamide